N-(3-p-pentylphenylnaphthyl)-2-(phenyl)-indole-13C C(CCCC)C1=CC=C(C=C1)C=1C=C(C2=CC=CC=C2C1)N1[13C](=CC2=CC=CC=C12)C1=CC=CC=C1